[Si](O)(O)(O)O.C(CCCCCCCCCCCCCCC)[Na] cetyl-sodium silicate